(αR,9R)-7-[3,5-bis(trifluoromethyl)benzyl]-8,9,10,11-tetrahydro-9-methyl-5-(4-methylphenyl)-7H-[1,4]diazocino[2,1-g][1,7]naphthyridine FC(C=1C=C(CN2C=C3C(=C4C=CC=NC4=CN3CC[C@H](C2)C)C2=CC=C(C=C2)C)C=C(C1)C(F)(F)F)(F)F